methyl-3,3-dimethylcyclopropane-1,2-dicarboxylic acid CC1(C(C1(C)C)C(=O)O)C(=O)O